ClC1=C(C(=C(C=C1OC)OC)Cl)N1C(N(C2=C(C1)C=NC(=N2)N[C@H]2[C@H](COC2)NC(\C=C\CN(C)C)=O)CC)=S (E)-N-((3R,4S)-4-((6-(2,6-dichloro-3,5-dimethoxyphenyl)-8-ethyl-7-thioxo-5,6,7,8-tetrahydropyrimido[4,5-d]pyrimidin-2-yl)amino)tetrahydrofuran-3-yl)-4-(dimethylamino)but-2-enamide